(R)-N'-(4-iodo-2-(6-azaspiro[2.5]octan-6-yl)benzoyl)-4-methyl-6-(2-methylmorpholino)picolinohydrazide IC1=CC(=C(C(=O)NNC(C2=NC(=CC(=C2)C)N2C[C@H](OCC2)C)=O)C=C1)N1CCC2(CC2)CC1